6-chloro-5-(3-methyl-1,2,4-oxadiazol-5-yl)pyrimidine-2,4-diamine ClC1=C(C(=NC(=N1)N)N)C1=NC(=NO1)C